2-(7-(2-methoxynaphthalen-1-yl)imidazo[1,2-a]pyridin-2-yl)ethanol COC1=C(C2=CC=CC=C2C=C1)C1=CC=2N(C=C1)C=C(N2)CCO